NC1=C(C=CC(=C1OC)OCC1=CC=CC=C1)C=1N(C=CN1)C#N 2-(2-amino-4-(benzyloxy)-3-methoxyphenyl)-1H-imidazole-1-carbonitrile